Cl.N[C@@H](CC1=CNC=N1)C(=O)O Histidin-Hydrochlorid